O=C1NC(CCC1N1C(C2=CC=CC(=C2C1=O)SCCOCC(=O)N1CCN(CC1)C1=CC=C(N=N1)C(=O)N1CCC(CC1)CCCCNC(\C=C\C=1C=NC=CC1)=O)=O)=O (E)-N-(4-(1-(6-(4-(2-(2-((2-(2,6-dioxopiperidin-3-yl)-1,3-dioxoisoindolin-4-yl)thio)ethoxy)acetyl)piperazin-1-yl)pyridazine-3-carbonyl)piperidin-4-yl)butyl)-3-(pyridin-3-yl)acrylamide